N(=[N+]=[N-])[C@@H]1[C@H]([C@H]([C@H](O[C@H]1OC)CO[Si](C)(C)C)O[Si](C)(C)C)O[Si](C)(C)C (((2R,3S,4R,5R,6R)-5-azido-6-methoxy-2-(((trimethylsilyl)oxy)methyl)tetrahydro-2H-pyran-3,4-diyl)bis(oxy))bis(trimethylsilane)